BenzoyloxyCinnamaldehyde C(C1=CC=CC=C1)(=O)OC(C=O)=CC1=CC=CC=C1